CC1=C(C=NN1C1=CC=NC=C1)[N+](=O)[O-] 4-(5-methyl-4-nitro-1H-pyrazol-1-yl)pyridine